C(C(C)C)(=O)OC1=C2C(=CNC2=CC=C1)CCN(C)C 3-(2-(dimethylamino) ethyl)-1H-indol-4-yl isobutyrate